(4Z)-4-(1,3-benzothiazol-6-ylmethylene)-2-(cycloheptylamino)-1H-imidazol-5-one S1C=NC2=C1C=C(C=C2)\C=C\2/N=C(NC2=O)NC2CCCCCC2